(R)-(3-(benzyloxy)-2-fluoro-propoxy)(tert-butyl)dimethylsilane C(C1=CC=CC=C1)OC[C@H](CO[Si](C)(C)C(C)(C)C)F